3-[[4-[2-[(3-chlorophenyl)amino]-4-pyrimidinyl]-2-pyridinyl]amino]-1-propanol ClC=1C=C(C=CC1)NC1=NC=CC(=N1)C1=CC(=NC=C1)NCCCO